(R)-1-(4-(4-amino-7-methyl-5-(4-((5-methylpyrimidin-2-yl)oxy)phenyl)-7H-pyrrolo[2,3-d]pyrimidin-6-yl)phenyl)-4-methyl-3-methylenepyrrolidin-2-one NC=1C2=C(N=CN1)N(C(=C2C2=CC=C(C=C2)OC2=NC=C(C=N2)C)C2=CC=C(C=C2)N2C(C([C@H](C2)C)=C)=O)C